CS(=O)(=O)C1=CC=C(C=C1)Br 4-(methylsulfonyl)bromobenzene